N[C@@H]1[C@H](CCCCCC1)C1=C(C2=NC(=CC(=C2S1)NCC=1SC=CC1)Cl)I 2-((1s,2s)-2-aminocyclooctyl)-5-chloro-3-iodo-N-(thiophen-2-ylmethyl)thieno[3,2-b]pyridin-7-amine